tert-butyl 4-((3-(5-(1-(3-(((tert-butoxycarbonyl)(methyl)amino)methyl)-4-methylphenyl)-3-ethoxy-3-oxopropyl)-4-methyl-1H-benzo[d][1,2,3]triazol-1-yl)propoxy)methyl)benzoate C(C)(C)(C)OC(=O)N(C)CC=1C=C(C=CC1C)C(CC(=O)OCC)C1=C(C2=C(N(N=N2)CCCOCC2=CC=C(C(=O)OC(C)(C)C)C=C2)C=C1)C